8-(4-Cyclobutyl-piperazin-1-yl)-9-(2-methoxy-ethoxy)-6,6-dimethyl-11-oxo-6,11-dihydro-5H-benzo[b]carbazole-3-carbonitrile C1(CCC1)N1CCN(CC1)C=1C(=CC2=C(C(C=3NC4=CC(=CC=C4C3C2=O)C#N)(C)C)C1)OCCOC